C(C)OC(CCCCCCC\C=C/CC)OCC (9Z)-1,1-diethoxy-9-dodecene